COC1=CC2=C(C=CO2)C(=C1CCNC(OC(C)(C)C)=O)C Tert-butyl (2-(6-methoxy-4-methylbenzofuran-5-yl)ethyl)carbamate